2-(4-chloro-1,3-dioxoisoindol-2-yl)-3-phenylpropionyl chloride ClC1=C2C(N(C(C2=CC=C1)=O)C(C(=O)Cl)CC1=CC=CC=C1)=O